N-[3-[4-(3-aminopropylamino)butylamino]propyl]-2-ethyl-4-[[3-[3-(trifluoromethyl)-1H-pyrazol-4-yl]imidazo[1,2-a]pyrazin-8-yl]amino]benzamide NCCCNCCCCNCCCNC(C1=C(C=C(C=C1)NC=1C=2N(C=CN1)C(=CN2)C=2C(=NNC2)C(F)(F)F)CC)=O